3-(2-methoxyethyl)-1-(5-(2-methoxypyrimidin-5-yl)pyrazin-2-yl)-1-(trans-4-((4-((3-methyloxetan-3-yl)oxy)-5-(trifluoromethyl)pyrimidin-2-yl)amino)cyclohexyl)urea COCCNC(N([C@@H]1CC[C@H](CC1)NC1=NC=C(C(=N1)OC1(COC1)C)C(F)(F)F)C1=NC=C(N=C1)C=1C=NC(=NC1)OC)=O